ClC1=C(C=C(C=C1)C1CCN(CC1)C1=C2C(C(NC2=CC=C1)=O)(C)C)C 4-(4-(4-Chloro-3-methylphenyl)piperidin-1-yl)-3,3-dimethylindolin-2-one